BrC1=CC(=C(C=C1C(F)(F)F)NC(C(F)(F)F)=O)[N+](=O)[O-] (4-bromo-2-nitro-5-(trifluoromethyl)phenyl)-2,2,2-trifluoroacetamide